C(C)(=O)OC[C@](CCCC)(F)Br (2R)-2-bromo-2-fluoro-hexyl acetate